CN(C(OC(C)(C)C)=O)C=1C=C(C=CC1)C1=C(C=CC=C1)OC=1N=CC2=C(N1)N(C=C2)C tert-butyl methyl(2'-(7-methyl-7H-pyrrolo[2,3-d]pyrimidin-2-yloxy)biphenyl-3-yl)carbamate